1-(9-(4-amino-5-methoxy-2-(1-methyl-1H-pyrazol-4-yl)phenyl)-3,9-diazaspiro[5.5]undec-3-yl)-2,2,2-trifluoroethane-1-one NC1=CC(=C(C=C1OC)N1CCC2(CCN(CC2)C(C(F)(F)F)=O)CC1)C=1C=NN(C1)C